CC1(CN(C1)CC(=O)NC=1C=C(C(=NC1)C)NC(=O)C=1C=NN2C1SC(=C2)C2=C(N=NC=C2)C)C N-(5-(2-(3,3-dimethylazetidin-1-yl)acetamido)-2-methylpyridin-3-yl)-2-(3-methylpyridazin-4-yl)pyrazolo[5,1-b]thiazole-7-carboxamide